(3aR,5s,6aS)-2-benzyl-N-[6-(2-chloro-5-fluoro-phenyl)pyridazin-3-yl]-3,3a,4,5,6,6a-hexahydro-1H-cyclopenta[c]pyrrol-5-amine C(C1=CC=CC=C1)N1C[C@@H]2[C@H](C1)CC(C2)NC=2N=NC(=CC2)C2=C(C=CC(=C2)F)Cl